COC=1C=C(C=CC1)SC1=C(N=C(N=N1)C)C(=O)OCC ethyl 6-[(3-methoxyphenyl) sulfanyl]-3-methyl-1,2,4-triazine-5-carboxylate